4-(7-(3-(Aminomethyl)piperidin-1-yl)-3-(2-fluoro-4-(3-methoxypyrrolidin-1-yl)phenyl)-3H-imidazo[4,5-b]pyridin-2-yl)-2-fluorobenzonitrile NCC1CN(CCC1)C1=C2C(=NC=C1)N(C(=N2)C2=CC(=C(C#N)C=C2)F)C2=C(C=C(C=C2)N2CC(CC2)OC)F